[5-[(E)-2-ethoxyvinyl]-2-fluoro-phenyl]acetic acid C(C)O/C=C/C=1C=CC(=C(C1)CC(=O)O)F